ClC1=C(C(=CC=C1)Cl)C=NO N-[(2,6-dichlorophenyl)methylene]-hydroxylamine